5-ethynyl-N2-(1-methylpiperidin-4-yl)pyrido[2,3-d]pyrimidine-2,4-diamine C(#C)C1=CC=NC=2N=C(N=C(C21)N)NC2CCN(CC2)C